CN(CCCNC=1C(C2=C(N=CO2)C(C1)=O)=O)CCCNC1=CC(C2=C(N=C(S2)C)C1=O)=O 6-((3-(methyl(3-((2-methyl-4,7-dioxo-4,7-dihydrobenzo[d]thiazol-5-yl)amino)propyl)amino)propyl)amino)benzo[d]oxazole-4,7-dione